FC1=C(C(=O)C=2C=C3C(N(C=NC3=CC2)C=2C=NC(=NC2)N2CCN(CC2)C(=O)OC(C)(C)C)=O)C(=CC=C1NC(C(F)(F)F)=O)F tert-butyl 4-[5-[6-[2,6-difluoro-3-[(2,2,2-trifluoroacetyl)amino]benzoyl]-4-oxo-quinazolin-3-yl]pyrimidin-2-yl]piperazine-1-carboxylate